2-(1-((2R,5S)-2,5-diethylpiperazin-1-yl)ethyl)quinoxaline C(C)[C@H]1N(C[C@@H](NC1)CC)C(C)C1=NC2=CC=CC=C2N=C1